4-((9-(trans-4-cyanocyclohexyl)-7-methyl-8-oxo-8,9-dihydro-7H-purin-2-yl)amino)-2-fluoro-5-methylbenzamide C(#N)[C@@H]1CC[C@H](CC1)N1C2=NC(=NC=C2N(C1=O)C)NC1=CC(=C(C(=O)N)C=C1C)F